C1(CC1)C1=CC=C(C=C1)C1=CC=C2C(=N1)SC(=N2)NC(OC(C)(C)C)=O tert-butyl (5-(4-cyclopropylphenyl)thiazolo[5,4-b]pyridin-2-yl)carbamate